FC(OC1=CC=C(C=C1)C1=CC=C(C=N1)C1CC(CC(C1)=O)=O)(F)F 5-(6-(4-(trifluoromethoxy)phenyl)pyridin-3-yl)cyclohexane-1,3-dione